[Br-].C(CCCCC)[N+](CCCCCCCC)(C)C Hexyldimethyloctyl-ammonium bromide